O[C@H]1[C@H](CCC2=C1N=C(S2)C(=O)N)[C@@H]2N1C(C3=CC=CC=C23)=CN=C1 (4S,5R)-4-Hydroxy-5-((S)-5H-imidazo[5,1-a]isoindol-5-yl)-4,5,6,7-tetrahydrobenzo[d]thiazol-2-carboxamid